pentamethyl-cyclopentadienyl-titanium trimethoxide C[O-].C[O-].C[O-].CC1=C(C(=C(C1([Ti+3])C)C)C)C